6-[1-(6-bromothieno[2,3-d]pyrimidin-4-yl)pyrrolidin-3-yl]oxypyridine-3-carbonitrile BrC1=CC2=C(N=CN=C2N2CC(CC2)OC2=CC=C(C=N2)C#N)S1